(2-{[(1S)-1-(3-Fluoropyridin-2-yl)ethyl]amino}-1,3-thiazol-5-yl)(3-propyl[1,4'-bipiperidine]-1'-yl)methanone FC=1C(=NC=CC1)[C@H](C)NC=1SC(=CN1)C(=O)N1CCC(CC1)N1CC(CCC1)CCC